3-((5-(1H-pyrrolo[2,3-b]pyridin-4-yl)pyridin-2-yl)sulfonyl)-6-butyl-5-(2,6-dimethoxyphenyl)-4-hydroxypyridin-2(1H)-one N1C=CC=2C1=NC=CC2C=2C=CC(=NC2)S(=O)(=O)C=2C(NC(=C(C2O)C2=C(C=CC=C2OC)OC)CCCC)=O